CC=1N=C(SC1[N+](=O)[O-])NC(=O)C1=C(C=CC=C1)NC(CCOCCOCCOCCNC(OC(C)(C)C)=O)=O tert-butyl (2-(2-(2-(3-((2-((4-methyl-5-nitrothiazol-2-yl)carbamoyl)phenyl)amino)-3-oxopropoxy)ethoxy)ethoxy)ethyl)carbamate